COC=1C=C(CC2=CN=C(S2)C=2C(=NN(C(C2)=O)C)C(=O)N)C=CC1 (5-(3-methoxybenzyl)thiazol-2-yl)-1-methyl-6-oxo-1,6-dihydropyridazine-3-carboxamide